trifluoromethanesulfonic acid benzo[d][1,3]oxathiolan-5-yl ester O1CSC2=C1C=CC(=C2)OS(=O)(=O)C(F)(F)F